trans-tert-Butyl N-[4-(2-methoxyethoxy)pyrrolidin-3-yl]carbamate COCCO[C@H]1[C@@H](CNC1)NC(OC(C)(C)C)=O